(S)-3-(1-amino-1,3-dihydrospiro[inden-2,4'-piperidin]-1'-yl)-6-((2-(trifluoromethyl)pyridin-3-yl)thio)pyrazine-2-carboxamide N[C@@H]1C2=CC=CC=C2CC12CCN(CC2)C=2C(=NC(=CN2)SC=2C(=NC=CC2)C(F)(F)F)C(=O)N